3-thiazol-5-yl-benzonitrile S1C=NC=C1C=1C=C(C#N)C=CC1